6-(5-(3,5-dimethylisoxazol-4-yl)-1-((1R,4S)-4-methoxycyclohexyl)-1H-benzo[d]imidazol-2-yl)-1-(3,4-difluorophenyl)piperidin-2-one CC1=NOC(=C1C1=CC2=C(N(C(=N2)C2CCCC(N2C2=CC(=C(C=C2)F)F)=O)C2CCC(CC2)OC)C=C1)C